1-(5-((2R,4S)-2-(2,5-difluorophenyl)-4-hydroxypyrrolidin-1-yl)-2-fluoropyrazolo[1,5-a]pyrimidin-3-yl)-3-((1S,2R)-2-fluorocyclopropyl)thiourea FC1=C(C=C(C=C1)F)[C@@H]1N(C[C@H](C1)O)C1=NC=2N(C=C1)N=C(C2NC(=S)N[C@@H]2[C@@H](C2)F)F